2-(5-((R or S)-1-(((R)-((R)-8-cyano-1,2,3,4-tetrahydroquinoxalin-2-yl)(phenyl)methyl)amino)propan-2-yl)-2-methoxyphenyl)acetic acid C(#N)C=1C=CC=C2NC[C@@H](NC12)[C@@H](C1=CC=CC=C1)NC[C@H](C)C=1C=CC(=C(C1)CC(=O)O)OC |o1:21|